N-(5-(1,4-dioxan-2-yl)-6-(hydroxymethyl)pyridin-2-yl)cyclopropanecarboxamide O1C(COCC1)C=1C=CC(=NC1CO)NC(=O)C1CC1